2,2'-azobis[2-methyl-N-(2-hydroxyethyl)propionamide], dihydrate O.O.N(=NC(C(=O)NCCO)(C)C)C(C(=O)NCCO)(C)C